OC1=CC=C(C(=O)OCCCCCCCCCCCCCCCCCCCCCC)C=C1 docosyl p-hydroxybenzoate